tert-butyl (R)-(6-(2-bromopropanamido)pyridin-3-yl)(propyl)carbamate Br[C@@H](C(=O)NC1=CC=C(C=N1)N(C(OC(C)(C)C)=O)CCC)C